Imidazole-2-sulfonyl chloride N1C(=NC=C1)S(=O)(=O)Cl